FC(C=1C=C(C=CC1)C1=CC(=CS1)C(=O)NC1=NC(=NS1)CC(C)N1CCCC1)(F)F 5-(3-(trifluoromethyl)phenyl)-N-(3-(2-(pyrrolidin-1-yl)propyl)-1,2,4-thiadiazol-5-yl)thiophene-3-Formamide